CN1C(N=C2C(=C1C1=C(C=CC=C1)OC1=CC3=C(N(C=N3)C)C=C1)N=CN=C2N)N 3-methyl-4-((1-methyl-1H-benzo[d]imidazol-5-yloxy)phenyl)pyrimido[5,4-d]pyrimidine-2,8-diamine